8-fluoro-3-hydroxyquinazoline-2,4(1H,3H)-dione FC=1C=CC=C2C(N(C(NC12)=O)O)=O